C(C)(C)(C)OC(=O)NC=1C=C(C=CC1C(=O)OCC)C1[C@H]2CC3(CC(C[C@H]1C3)C2)C(=O)O (1s,3R,5S,7s)-4-(3-((tert-butoxycarbonyl)amino)-4-(ethoxycarbonyl)phenyl)adamantane-1-carboxylic acid